N-(5-fluoropyridin-2-yl)propanamide FC=1C=CC(=NC1)NC(CC)=O